ClC1=C(C=C(OCC(=O)NN2CCC(CC2)CNC(OC(C)(C)C)=O)C=C1)F tert-butyl ((1-(2-(4-chloro-3-fluorophenoxy)acetamido)piperidin-4-yl)methyl)carbamate